C1C(CC2=CC=CC=C12)NC1=NC=C(C=N1)C(N)=NO 2-((2,3-dihydro-1H-inden-2-yl)amino)-N'-hydroxypyrimidine-5-carboximidamide